ClC=1C=C(C=C(C1)Cl)C1=CC(=CC(=C1)CNC1=CC=C(C=C1)C1CCNCC1)CN1CCC(CC1)CNC=O N-((1-((3',5'-dichloro-5-(((4-(piperidin-4-yl)phenyl)amino)methyl)-[1,1'-biphenyl]-3-yl)methyl)piperidin-4-yl)methyl)formamide